ClC1=C(C=NC=C1[N+](=O)[O-])C 4-chloro-3-methyl-5-nitro-pyridine